C1CCC2=C(C=3CCCC3C=C12)NC(=O)N=[S@@](=O)(N)C=1C=NN2C1O[C@](C2)(C)COC (s,2S)-N'-((1,2,3,5,6,7-hexahydro-s-indacen-4-yl)carbamoyl)-2-(methoxymethyl)-2-methyl-2,3-dihydropyrazolo[5,1-b]oxazole-7-sulfonimidamide